(S)-6-allyl-2-((4-((2-hydroxy-1-phenylethyl)amino)-5-(5-methyl-1,3,4-oxadiazol-2-yl)pyridin-2-yl)amino)-7,7-dimethyl-6,7-dihydro-5H-pyrrolo[3,4-b]pyridin-5-one C(C=C)N1C(C2=NC(=CC=C2C1=O)NC1=NC=C(C(=C1)N[C@H](CO)C1=CC=CC=C1)C=1OC(=NN1)C)(C)C